ClC1=CC=C(C=C1)C1=NN(CC1C1=CC=CC=C1)S(=O)(=O)N1CCCCC1 3-(4-chlorophenyl)-4-phenyl-N-(piperidin-1-ylsulfonyl)-4,5-dihydro-1H-pyrazole